CC1(CC1)C1CN=C2N1C1=CC=C(C=C1C(N2)=O)S(=O)(=O)N (1-methylcyclopropyl)-5-oxo-1,2,4,5-tetrahydroimidazo[1,2-a]quinazoline-7-sulfonamide